(2S)-N-[(1S)-1-[5-(2,4-difluorophenyl)-1H-imidazol-2-yl]ethyl]-4-[(2S)-2-methyl-1-piperidyl]-4-oxo-2-[(2-tetrahydropyran-4-ylacetyl)amino]butanamide FC1=C(C=CC(=C1)F)C1=CN=C(N1)[C@H](C)NC([C@H](CC(=O)N1[C@H](CCCC1)C)NC(CC1CCOCC1)=O)=O